N-[(4R)-2-ethyl-3-oxo-4-isoxazolidinyl]-2-methylbenzamide C(C)N1OC[C@H](C1=O)NC(C1=C(C=CC=C1)C)=O